COC1=CC=C(C=C1)C(C)O p-methoxyphenyl-ethanol